3-(3-(2-carbamoyl-6-(trifluoromethoxy)-1H-indol-1-yl)phenyl)-2,2-dimethylcyclopropane-1-carboxylic acid C(N)(=O)C=1N(C2=CC(=CC=C2C1)OC(F)(F)F)C=1C=C(C=CC1)C1C(C1C(=O)O)(C)C